BrC1=CC=C(C=C1)N1CCC(CC1)N(C#N)CCC#N N-(1-(4-Bromophenyl)piperidin-4-yl)-N-(2-cyanoethyl)cyanamide